BrCC(=O)NS(N(C)C)(=O)=O 2-bromo-N-(dimethylsulfamoyl)acetamide